(2-fluoro-3-{1-[4-(piperazine-1-carbonyl)phenyl]-3-(pyridin-4-yl)pyrazol-4-yl}phenyl)propane-1-sulfonamide FC1=C(C=CC=C1C=1C(=NN(C1)C1=CC=C(C=C1)C(=O)N1CCNCC1)C1=CC=NC=C1)C(CC)S(=O)(=O)N